(4R)-4-Cyano-4-methyl-N-[[4-(phenoxymethyl)-2-pyridyl]methyl]isochromane-6-carboxamide C(#N)[C@@]1(COCC2=CC=C(C=C12)C(=O)NCC1=NC=CC(=C1)COC1=CC=CC=C1)C